oxinane O1CCCCC1